2-[2-[3,4-difluoro-2-(hydroxymethyl)phenoxy]-4-methyl-5-(trifluoromethyl)-3-pyridyl]-4-oxo-1H-1,6-naphthyridine-5-carboxamide FC=1C(=C(OC2=NC=C(C(=C2C=2NC=3C=CN=C(C3C(C2)=O)C(=O)N)C)C(F)(F)F)C=CC1F)CO